6-chloro-2-(3-(1,1-difluoro-ethyl)-1H-1,2,4-triazol-5-yl)-5-methoxy-3-(1H-pyrazol-4-yl)-1H-pyrrolo[3,2-b]pyridine ClC=1C=C2C(=NC1OC)C(=C(N2)C2=NC(=NN2)C(C)(F)F)C=2C=NNC2